CNC1=NC(=NC(=C1)C)NC=1C=C(C2=C(CCO2)C1)N1CCN(CCC1)C N4,6-dimethyl-N2-[7-(4-methyl-1,4-diazepan-1-yl)-2,3-dihydrobenzofuran-5-yl]pyrimidine-2,4-diamine